FC=1C=2N(C=C(C1)NC(=O)C1=NC=C(N=C1)N1C([C@@H]3CN(C[C@@H]3C1)C)=O)C=C(N2)C N-(8-fluoro-2-methylimidazo[1,2-a]pyridin-6-yl)-5-((3aR,6aS)-5-methyl-1-oxohexahydropyrrolo[3,4-c]pyrrol-2(1H)-yl)pyrazine-2-carboxamide